C1OCC12CC(C2)OC=2C=CC1=C(C(OC3=CC(=CC=C13)OCC1=CC=CC=C1)=O)C2 8-((2-Oxaspiro[3.3]hept-6-yl)oxy)-3-(benzyloxy)-6H-benzo[C]chromen-6-one